ClC=1C=C(CNCCC=2N=NN(C2)CCNC2=NC3=C(C4=CN=CC=C24)C=CC(=C3)C(=O)N)C=CC1OC(F)(F)F 5-((2-(4-(2-((3-Chloro-4-(trifluoromethoxy)benzyl)amino)ethyl)-1H-1,2,3-triazol-1-yl)ethyl)amino)benzo[c][2,6]naphthyridine-8-carboxamide